C1(CC1)C=1C=CC=2N(C1)C=C(N2)[C@@H]2NCCC2 (R)-6-cyclopropyl-2-(pyrrolidin-2-yl)imidazo[1,2-a]pyridine